1-phenyl-2-(m-tolyl)ethane-1,2-dione C1(=CC=CC=C1)C(C(=O)C=1C=C(C=CC1)C)=O